Didodecylmercaptoethyl-2,2-bis(3,5-di-tert-butyl-4-hydroxybenzyl)malonat C(CCCCCCCCCCC)S(CCCCCCCCCCCC)CCOC(C(C(=O)[O-])(CC1=CC(=C(C(=C1)C(C)(C)C)O)C(C)(C)C)CC1=CC(=C(C(=C1)C(C)(C)C)O)C(C)(C)C)=O